[[2-(4-methoxypyridin-2-yl)-5H,6H,7H-cyclopenta[d]pyrimidin-4-yl](methyl)amino]acetic acid COC1=CC(=NC=C1)C=1N=C(C2=C(N1)CCC2)N(C)CC(=O)O